Ethyl 5-benzyl-3-(hydroxymethyl)-1-methyl-1H-pyrazole-4-carboxylate C(C1=CC=CC=C1)C1=C(C(=NN1C)CO)C(=O)OCC